5-methylpyridine-4-carboxylic acid CC=1C(=CC=NC1)C(=O)O